FC1=C2C(=NN(C2=CC=C1)CC=1N=NN(C1)C1=CC=CC=C1)C1CN(C1)C(=O)OC(C)(C)C tert-Butyl 3-{4-fluoro-1-[(1-phenyl-1H-1,2,3-triazol-4-yl)methyl]-1H-indazol-3-yl}azetidine-1-carboxylate